C(CCCCCCCCCCC)(=O)O.C(CCCCCCCCCCC)(=O)O.S(CCC(=O)OC(C)C)CCC(=O)OC(C)C diisopropyl thiodipropionate dilaurate